COC1=CC=C(C=C1)C#N Anisonitrile